3β-methoxy-5α-hydroxy-6β-[2-(1H-imidazol-4-yl)ethylamino]cholestane CO[C@@H]1C[C@@]2([C@@H](C[C@H]3[C@@H]4CC[C@H]([C@@H](CCCC(C)C)C)[C@]4(CC[C@@H]3[C@]2(CC1)C)C)NCCC=1N=CNC1)O